ClC1=C(C=C(C=C1)OC)C1=C(C2=C(N=C(N=C2)S(=O)(=O)C)N(C1=O)C)C#C[Si](C(C)C)(C(C)C)C(C)C 6-(2-chloro-5-methoxyphenyl)-2-methanesulfonyl-8-methyl-5-[2-(triisopropylsilyl)ethynyl]pyrido[2,3-d]pyrimidin-7-one